2-(2-chloro-6-fluorophenyl)-N-[4-(1-cyclopropyl-1H-pyrazol-4-yl)-3-{[(dimethylamino)methylidene]sulfamoyl}phenyl]acetamide ClC1=C(C(=CC=C1)F)CC(=O)NC1=CC(=C(C=C1)C=1C=NN(C1)C1CC1)S(N=CN(C)C)(=O)=O